(S)-2,6-diamino-4,5,6,7-tetrahydrobenzo[d]thiazole NC=1SC2=C(N1)CC[C@@H](C2)N